FC(C(C(C(F)(F)F)(F)F)(F)F)(SN1S(C2=C(C1=O)C=CC=C2)(=O)=O)F 2-((perfluorobutyl)thio)benzo[d]isothiazol-3(2H)-one 1,1-dioxide